[NH4+].BrC=1C(=C(SC1)C1=NN=NN1)CC 5-(4-Bromo-3-ethylthiophen-2-yl)-1H-tetrazole, ammonium salt